(carbazol-9-yl)-triphenylamine C1=CC=CC=2C3=CC=CC=C3N(C12)C1=C(C=CC=C1)N(C1=CC=CC=C1)C1=CC=CC=C1